CC1N(CCC1)BBr (2-methyl-pyrrolidinyl)bromoborane